CC(=CCNC1=NC=C2NC=NC2=N1)C 3,3-dimethylallylaminopurine